ClC1=CC(=C(C=C1)C(C)=O)C 1-(4-chloro-2-methylphenyl)ethanone